2'-amino-4'-bromoacetophenone NC1=C(C=CC(=C1)Br)C(C)=O